tert-butyl ((1S,3R)-3-(2-(3-((5-cyanopyrazin-2-yl)amino)-1H-pyrazol-5-yl)-3-methoxy-4-methylphenoxy)cyclopentyl)carbamate C(#N)C=1N=CC(=NC1)NC1=NNC(=C1)C1=C(O[C@H]2C[C@H](CC2)NC(OC(C)(C)C)=O)C=CC(=C1OC)C